dihydroxydimyristoyl-spermine ON(CCCN(CCCCN(CCCN)C(CCCCCCCCCCCCC)=O)C(CCCCCCCCCCCCC)=O)O